CC[N+](C)(C)C (2-R-ethyl)-trimethylammonium